5-Chloro-8-methoxy-7-nitro-3-(piperidin-1-ylmethyl)quinoline ClC1=C2C=C(C=NC2=C(C(=C1)[N+](=O)[O-])OC)CN1CCCCC1